F[C@H]1[C@@H](C1)C1=NN=C(S1)N 5-((1R,2R)-2-fluorocyclopropyl)-1,3,4-thiadiazol-2-amine